CNCC#CC=1N(C2=CC=CC(=C2C1)NC1CCS(CC1)(=O)=O)CC(F)(F)F 4-({2-[3-(methylamino)prop-1-yn-1-yl]-1-(2,2,2-trifluoroethyl)-1H-indol-4-yl}amino)-1λ6-thiane-1,1-dione